CN1N=CC=C1C1=CC=C(C=C1)NC([C@@H](C)N1C(C2=CC=C(C=C2C=C1)N1CCCC1)=O)=O (R)-N-(4-(1-methyl-1H-pyrazol-5-yl)phenyl)-2-(1-oxo-6-(pyrrolidin-1-yl)isoquinolin-2(1H)-yl)propanamide